BrC1=CN=C2C=CC(=NC2=C1)C1=C(N=C2SC=CN21)C2=NC(=CC=C2)C 5-(7-bromo-1,5-naphthyridin-2-yl)-6-(6-methyl-2-pyridyl)imidazo[2,1-b]thiazole